C=CC=CC=CCCCCCCCCC(CCCCCCC)O 15-docosatrienol